O=C1N(CCC(N1)=O)C=1C=C(CN2CCN(CC2)C2=CC3=C(N(C(=N3)NC(C3=CC(=CC=C3)C(F)(F)F)=O)C3CCC(CC3)CO)C=C2)C=CC1 N-(5-(4-(3-(2,4-dioxotetrahydropyrimidin-1(2H)-yl)benzyl)piperazin-1-yl)-1-((1s,4s)-4-(hydroxymethyl)cyclohexyl)-1H-benzo[d]imidazol-2-yl)-3-(trifluoromethyl)benzamide